CC1=C(C(=O)C2=CC=CC=C2)C=CC=C1 Methylbenzophenon